BrC=1C=C(C(=NC1)OCCN(C(O)=O)C(C)C)I.C1(CC1)C(=O)C=1N=C2N(N1)[C@@H](C[C@@H]2F)C(C)C cyclopropyl-[(5s,7s)-7-fluoro-5-isopropyl-6,7-dihydro-5H-pyrrolo[1,2-b][1,2,4]triazol-2-yl]methanone 2-((5-bromo-3-iodopyridin-2-yl)oxy)ethyl(isopropyl)carbamate